[In]=S.[Cu].[Mn] manganese-copper indium sulfide